5-(1-Methyl-6-carbonyl-5-((1S,2S)-2-(trifluoromethyl)cyclopropyl)-1,6-dihydropyridazin-3-yl)pyrimidine-2,4(1H,3H)-dione CN1N=C(C=C(C1=C=O)[C@@H]1[C@H](C1)C(F)(F)F)C=1C(NC(NC1)=O)=O